6-methyl-2-hydroxypyridine CC1=CC=CC(=N1)O